S1C2=C(C=C1)C(=CC=C2)N2CCN(CC2)CCCCOC2=CC=C1CCC(N(C1=C2)COCC)=O 7-[4-(4-Benzo[b]thiophen-4-ylpiperazin-1-yl)butoxy]-1-ethoxymethyl-3,4-dihydro-1H-quinolin-2-one